N-(6-((2,3-Difluorophenyl)amino)-1H-pyrazolo[3,4-b]pyridin-3-yl)-4-(1-methylpiperidin-4-yl)benzamid FC1=C(C=CC=C1F)NC1=CC=C2C(=N1)NN=C2NC(C2=CC=C(C=C2)C2CCN(CC2)C)=O